6-amino-9-{1-[3-(3-aminopropoxy)propyl]piperidin-4-yl}-7-(4-phenoxyphenyl)purin-8-one hydrochloride Cl.NC1=C2N(C(N(C2=NC=N1)C1CCN(CC1)CCCOCCCN)=O)C1=CC=C(C=C1)OC1=CC=CC=C1